5-bromo-2-(3-fluoropyrrolidin-1-yl)pyrimidine BrC=1C=NC(=NC1)N1CC(CC1)F